FC1=CC=CC(=N1)C1=C(NC=2C1=NC=CC2)C2=CC(=NC=C2)NC(CCC)=O N-{4-[3-(6-fluoropyridin-2-yl)-1H-pyrrolo[3,2-b]pyridin-2-yl]pyridin-2-yl}butanamide